Dibutylsebacat C(CCC)OC(CCCCCCCCC(=O)OCCCC)=O